(S)-6-(tert-butoxy)-4-(((((di-tert-butoxyphosphoryl)oxy)methoxy)carbonyl)amino)-6-oxohexanoic acid C(C)(C)(C)OC(C[C@H](CCC(=O)O)NC(=O)OCOP(=O)(OC(C)(C)C)OC(C)(C)C)=O